trans-2,5-diethylfuran C(C)C=1OC(=CC1)CC